2-((2S,3S)-3-(2-chlorobenzyl)-1,4-dioxaspiro[4.5]decan-2-yl)ethyl pivalate C(C(C)(C)C)(=O)OCC[C@@H]1OC2(O[C@H]1CC1=C(C=CC=C1)Cl)CCCCC2